2-((2,6-dimethylphenyl)amino)ethan-1-one CC1=C(C(=CC=C1)C)NCC=O